5,5-dimethyl-1-((2-((methyl-d3)amino)pyridin-4-yl)methyl)-3-(4-((trifluoromethyl)sulfonyl)phenyl)imidazolidine-2,4-dione CC1(C(N(C(N1CC1=CC(=NC=C1)NC([2H])([2H])[2H])=O)C1=CC=C(C=C1)S(=O)(=O)C(F)(F)F)=O)C